OC1=CCCCC(C(C1O)O)O 2,3,4,5-tetrahydroxycyclooctene